Methyl 3-(4-(5-methoxy-1H-indol-3-yl) furan-2-yl)-3-oxopropanoate COC=1C=C2C(=CNC2=CC1)C=1C=C(OC1)C(CC(=O)OC)=O